2-amino-3-[1-[4-cyano-2-(5-ethyl-2-methylpyrazol-3-yl)oxyphenyl]indol-3-yl]propanoic acid NC(C(=O)O)CC1=CN(C2=CC=CC=C12)C1=C(C=C(C=C1)C#N)OC=1N(N=C(C1)CC)C